N-((3S,4R)-3-fluoro-1-methylpiperidin-4-yl)-2-iodo-1-(2,2,2-trifluoroethyl)-1H-indol-4-amine F[C@H]1CN(CC[C@H]1NC=1C=2C=C(N(C2C=CC1)CC(F)(F)F)I)C